(4-(2-(2-methoxyethoxy)phenyl)thiazol-2-yl)-4-morpholinobenzamide COCCOC1=C(C=CC=C1)C=1N=C(SC1)C1=C(C(=O)N)C=CC(=C1)N1CCOCC1